ClC=1C=C2C(C(=CN(C2=CC1N1[C@H](CC(C1)C)COC1=NC=CC=C1Cl)C=1C=NC(=CC1)N1CC(C1)N(C)C)C(=O)O)=O 6-chloro-7-((2R)-2-(((3-chloropyridin-2-yl)oxy)methyl)-4-methyl-pyrrolidin-1-yl)-1-(6-(3-(dimethyl-amino)azetidin-1-yl)pyridin-3-yl)-4-oxo-1,4-dihydro-quinoline-3-carboxylic acid